3-((2-bromo-5-iodophenyl)sulfonyl)tetrahydrofuran BrC1=C(C=C(C=C1)I)S(=O)(=O)C1COCC1